NC1=CC=C(CCN2[C@H](O[C@@H](C2=O)C)C=2C(=NN(C2)C2=CC=C(C=C2)Br)C2=NC=C(C=C2)F)C=C1 (2R,5R)-3-(4-aminophenethyl)-2-(1-(4-bromophenyl)-3-(5-fluoropyridine-2-yl)-1H-pyrazol-4-yl)-5-methyloxazolidin-4-one